(R)-6,7-dihydro-5H-pyrazolo[5,1-b][1,3]oxazin-6-ylacetate N1=CC=C2OC[C@@H](CN21)CC(=O)[O-]